dodecane-1,7-dicarboxylic acid C(CCCCCC(CCCCC)C(=O)O)C(=O)O